1-(1-(cyclopropylmethyl)-1H-pyrazol-4-yl)pyrrolidin C1(CC1)CN1N=CC(=C1)N1CCCC1